methyl-4-(trifluoromethyl)-benzene-1,2-diamine CC1=C(C(=CC=C1C(F)(F)F)N)N